7-(azetidin-3-yl)-2-(4-(4-fluorophenoxy)phenyl)-1H-imidazo[1,2-b]Pyrazole-3-carboxamide N1CC(C1)C1=C2N(N=C1)C(=C(N2)C2=CC=C(C=C2)OC2=CC=C(C=C2)F)C(=O)N